5-(2-chloro-5-(isobutyrylaminomethyl)benzoylamino)-1-(ethoxymethyl)-N-(4-chlorophenyl)-1H-indole-2-carboxamide ClC1=C(C(=O)NC=2C=C3C=C(N(C3=CC2)COCC)C(=O)NC2=CC=C(C=C2)Cl)C=C(C=C1)CNC(C(C)C)=O